1-((1R,2S)-2-Fluorocyclopropyl)ethan-1-one F[C@@H]1[C@H](C1)C(C)=O